CN1C(=O)C=CS1 N-methylisothiazolin-3-one